C(C)(C)(C)NC=1C2=C(N=C(N1)C1=C(NC3=NC=CC=C31)C)C=NC=C2 N-tert-butyl-2-{2-methyl-1H-pyrrolo[2,3-b]pyridin-3-yl}pyrido[3,4-d]pyrimidin-4-amine